Methyl 4-(6-amino-5-morpholino-1,3-benzoxazol-2-yl)cyclohexanecarboxylate NC1=CC2=C(N=C(O2)C2CCC(CC2)C(=O)OC)C=C1N1CCOCC1